C(C)(=O)NC(C(=O)O)C1(CN(C1)C(NCCCCC1=NC=2NCCCC2C=C1)=O)O 2-acetamido-2-(3-hydroxy-1-((4-(5,6,7,8-tetrahydro-1,8-naphthyridin-2-yl)butyl)carbamoyl)azetidin-3-yl)acetic acid